ClCl.C1(C=2C(C(=O)O1)=CC=CC2)=O phthalic anhydride chlorine chloride